(2E)-2-[(3-methoxy-1,4-dioxo-1,4-dihydronaphthalen-2-yl)methylidene]-N,N-diethyl-pentanamide COC1=C(C(C2=CC=CC=C2C1=O)=O)\C=C(\C(=O)N(CC)CC)/CCC